C(C1=CC=CC=C1)OC1=C(C=CC(=C1)C(F)(F)F)C=1C=2N(C(=NN1)NC1CCN3CCCCC13)C=CC2 1-(2-(benzyloxy)-4-(trifluoromethyl)phenyl)-N-(octahydroindolizin-1-yl)pyrrolo[1,2-d][1,2,4]triazin-4-amine